((4-(4-((2-(tert-butyl)-1H-imidazol-1-yl)methyl)phenyl)-2-isobutylthiazol-5-yl)sulfonyl)Carbamic acid butyl ester C(CCC)OC(NS(=O)(=O)C1=C(N=C(S1)CC(C)C)C1=CC=C(C=C1)CN1C(=NC=C1)C(C)(C)C)=O